CN1N=CC=C1C1=NC(=NC=N1)N1CC2(CC2)[C@@H](CC1)C(=O)N1OCC[C@H]1C=1C=NC(=CC1)C [(8R)-5-[4-(2-methylpyrazol-3-yl)-1,3,5-triazin-2-yl]-5-azaspiro[2.5]octan-8-yl]-[(3S)-3-(6-methylpyridin-3-yl)-1,2-oxazolidin-2-yl]methanone